N1(CCCCC1)C(=O)ONC(=O)C1=CC2=C(NC(N2)=O)C=C1 ((2-oxo-1,3-dihydrobenzimidazole-5-carbonyl) amino) piperidine-1-carboxylate